C(C)OC(C=C(OCC)OCC)[Sn] tris(ethoxy)allyltin